2-(6-{[4-(2-amino-8-chloroquinazolin-4-yl)-1H-1,2,3-triazol-1-yl]methyl}pyridin-2-yl)propan-2-ol NC1=NC2=C(C=CC=C2C(=N1)C=1N=NN(C1)CC1=CC=CC(=N1)C(C)(C)O)Cl